CN1C=CC2=CC(=CC=C12)N1C(NC2=C(C1=O)C1=C(S2)CS(CC1)(=O)=O)=O 3-(1-methyl-1H-indol-5-yl)-1,5,6,8-tetrahydro-2H-thiopyrano[4',3':4,5]thieno[2,3-d]pyrimidine-2,4(3H)-dione 7,7-dioxide